C1(=CC=CC=C1)N(C(O)=O)C=1C=NC(=CC1)N1CCC(CC1)CCO[Si](C)(C)C(C)(C)C.C(=O)(O)C=1C=C(OC2=C(C=CC=C2)C(C)(C)C2=C(C=CC=C2)OC2=CC(=C(C=C2)C(=O)O)C(=O)O)C=CC1C(=O)O 2,2-bis[(3,4-dicarboxyphenoxy)phenyl]propane Phenyl-(6-(4-(2-((tert-butyldimethylsilyl)oxy)ethyl)piperidin-1-yl)pyridin-3-yl)carbamate